2-(1-{[7-Bromo-6-chloro-5,8-difluoro-2-(methylsulfanyl)quinazolin-4-yl]({2-[(tert-butyldiphenylsilyl)oxy]ethyl})amino}ethyl)cyclopropane-1-carbonitrile BrC1=C(C(=C2C(=NC(=NC2=C1F)SC)N(C(C)C1C(C1)C#N)CCO[Si](C1=CC=CC=C1)(C1=CC=CC=C1)C(C)(C)C)F)Cl